1-benzyl-4-oxo-1,4-dihydroquinoline-3-carboxamide C(C1=CC=CC=C1)N1C=C(C(C2=CC=CC=C12)=O)C(=O)N